COC=1C(=CC(=NC1)NS(=O)(=O)C1=CC=C(C=C1)NC=1N=CC2=CC=NC(=C2C1)C=1C(=C2C=NN(C2=CC1)CC(C(F)(F)F)(C(F)(F)F)O)C)N1CCOCC1 N-(5-methoxy-4-morpholinopyridin-2-yl)-4-((5-(4-methyl-1-(3,3,3-trifluoro-2-hydroxy-2-(trifluoromethyl)propyl)-1H-indazol-5-yl)-2,6-naphthyridin-3-yl)amino)benzenesulfonamide